2-(CYCLOHEXYLSULFANYL)ACETALDEHYDE C1(CCCCC1)SCC=O